4-[(3S)-3-amino-3-methylpyrrolidin-1-yl]-N-[(1S)-1-cyclopropylethyl]-5-(3,5-difluorophenyl)pyridine-3-carboxamide N[C@@]1(CN(CC1)C1=C(C=NC=C1C1=CC(=CC(=C1)F)F)C(=O)N[C@@H](C)C1CC1)C